O[C@@H]1C=2C=CC(=CC2CC[C@H]1[C@H]1N2C(C3=CC=CC=C13)=CN=C2)S(=O)(=O)N (5s,6s)-5-hydroxy-6-((R)-5H-imidazo[5,1-a]isoindol-5-yl)-5,6,7,8-tetrahydronaphthalene-2-sulfonamide